CC1=NC=CC=C1CN1CC=C2N1CC[C@H](C(N2C)=O)C2=NC(=NN2)C(=O)NC2CC2 1-[(2-methyl-3-pyridyl)methyl]-N-(6S)-2-cyclopropyl-4-methyl-5-oxo-7,8-dihydro-6H-pyrazolo[1,5-a][1,3]diazepin-6-yl-1,2,4-triazole-3-carboxamide